14-((5-bromo-3-(trifluoromethyl)pyridin-2-yl)oxy)-3,6,9,12-tetraoxatetradecan-1-ol BrC=1C=C(C(=NC1)OCCOCCOCCOCCOCCO)C(F)(F)F